1-eicosyl-2-octadecanoyl-glycero-3-phosphocholine C(CCCCCCCCCCCCCCCCCCC)OCC(OC(CCCCCCCCCCCCCCCCC)=O)COP(=O)([O-])OCC[N+](C)(C)C